C12COCC(CC1)N2CCOC2=NC1=C(C(=C(C=C1C(=N2)N2C[C@H]1CC[C@@H](C2)N1)Cl)C1=CC(=CC2=CC=CC=C12)O)F 4-((7S or R)-2-(2-(3-oxa-8-azabicyclo[3.2.1]octan-8-yl)-ethoxy)-4-((1R,5S)-3,8-diazabicyclo[3.2.1]octan-3-yl)-6-chloro-8-fluoro-quinazolin-7-yl)naphthalen-2-ol